2,2,2-trichloroethyl (3S)-1-[(2s)-2-(tert-butoxycarbonylamino)propanoyl]hexahydropyridazine-3-carboxylate C(C)(C)(C)OC(=O)N[C@H](C(=O)N1N[C@@H](CCC1)C(=O)OCC(Cl)(Cl)Cl)C